11-((tert-butyldimethylsilyl) oxy)-5-(6-((tert-butyldimethylsilyl) oxy) hexyl)-5-hydroxyundecyl 1-methylpiperidine-4-carboxylate CN1CCC(CC1)C(=O)OCCCCC(CCCCCCO[Si](C)(C)C(C)(C)C)(O)CCCCCCO[Si](C)(C)C(C)(C)C